FC=1C=C(C(=O)NC=2C=C3C(=CN(C3=CC2)C2CC2)C#N)C=CN1 2-fluoro-N-(3-cyano-1-cyclopropyl-1H-indol-5-yl)isonicotinamide